C(C)(C)(C)OC(=O)N1CC(C1)C(NO)=O 3-(hydroxycarbamoyl)azetidine-1-carboxylic acid tert-butyl ester